F[C@@H]1[C@@]2(CCC[C@](C[C@H]1C(=C)C=1N=NC(=CN1)C=1C=C3C=CN=CC3=CC1O)(N2)C)C 6-(3-(1-((1S,2S,3S,5R)-2-fluoro-1,5-dimethyl-9-azabicyclo[3.3.1]nonan-3-yl)vinyl)-1,2,4-triazin-6-yl)isoquinolin-7-ol